BrC=1C=CC(=NC1)C1=CC(=NO1)CN1C(=NC=C1)[C@H](C)OC1OCCCC1 5-(5-bromopyridin-2-yl)-3-((2-((1S)-1-((tetrahydro-2H-pyran-2-yl)oxy)ethyl)-1H-imidazole-1-yl)methyl)isoxazole